[NH3+]C=1N=CN(C1)C 4-ammonio-1-methyl-1H-imidazol